(3R)-3-amino-5-[(4-chlorophenyl)methyl]-8-fluoro-7-[3-(2-hydroxy-1,1-dimethyl-ethyl)-1,2,4-oxadiazol-5-yl]-1,1-dioxo-2,3-dihydro-1lambda6,5-benzothiazepin-4-one N[C@H]1CS(C2=C(N(C1=O)CC1=CC=C(C=C1)Cl)C=C(C(=C2)F)C2=NC(=NO2)C(CO)(C)C)(=O)=O